N=1N(N=CC1)CC(=O)N1C[C@@H](CCC1)N(C(=O)NCC=1NC2=CC=C(C=C2C1)Cl)C (R)-1-(1-(2-(2H-1,2,3-triazol-2-yl)acetyl)piperidin-3-yl)-3-((5-chloro-1H-indol-2-yl)methyl)-1-methylurea